NC1=C2C(=NC=N1)N(N=C2C2=CC(=C(C=C2)OC)F)C(C)C2=NC1=C(C=CC=C1C(N2C2CCCC2)=O)Cl 2-(1-(4-amino-3-(3-fluoro-4-methoxyphenyl)-1H-pyrazolo[3,4-d]pyrimidin-1-yl)ethyl)-8-chloro-3-cyclopentylquinazolin-4(3H)-one